N,N-bis(2-ethylhexyl)-4-methyl-1h-benzotriazole-1-methylamine C(C)C(CN(CN1N=NC2=C1C=CC=C2C)CC(CCCC)CC)CCCC